O1CCC(CC1)CN1CCNCC1 4-[(oxan-4-yl)methyl]piperazin